methyl 3'-amino-2'-fluoro-4'-(4-methylpiperazin-1-yl)-[1,1'-biphenyl]-4-carboxylate NC=1C(=C(C=CC1N1CCN(CC1)C)C1=CC=C(C=C1)C(=O)OC)F